3-[5-fluoro-3-(1-methyl-1H-pyrazol-4-yl)pyridin-2-yl]-3-methoxy-5,5-dimethyl-6-oxocyclohex-1-ene-1-carbonitrile FC=1C=C(C(=NC1)C1(C=C(C(C(C1)(C)C)=O)C#N)OC)C=1C=NN(C1)C